FC1=CC=C2CCC3(CCC3)OC2=C1C#N 7-fluoro-spiro[chromane-2,1'-cyclobutane]-8-formonitrile